CN(CCN(C1=CC=C(C=C1)NC=1N=CC2=C(N1)N=C(C=C2C#C)NC2=CC=CC=C2)C)C N2-(4-{[2-(dimethylamino)ethyl](methyl)amino}phenyl)-5-ethynyl-N7-phenylpyrido[2,3-d]pyrimidine-2,7-diamine